C(C)OC1=C(C=CC(=C1)C1=NN=NN1)C=1NC(C2=C(N1)NN=N2)=O 5-(2-ethoxy-4-(1H-tetrazol-5-yl)phenyl)-3,6-dihydro-7H-[1,2,3]triazolo[4,5-d]pyrimidin-7-one